C1=2C=C(C=CC2CC1)C1CC(C1)N(C(=O)C1CC2(C1)NC(OC2)=O)C (2s,4S)-N-((1s,3S)-3-(Bicyclo[4.2.0]octa-1(6),2,4-trien-3-yl)cyclobutyl)-N-methyl-6-oxo-7-oxa-5-azaspiro[3.4]octane-2-carboxamide